BrC=1C=CC(=NC1C)C1=C(C(=NO1)C)CBr 5-(5-bromo-6-methylpyridin-2-yl)-4-(bromomethyl)-3-methylisoxazole